COC=1C=CC=2C(C3=C(N=C(S3)N3CCCCC3)OC2C1)=O 6-methoxy-2-(piperidin-1-yl)-9H-chromeno[2,3-d]thiazol-9-one